BrC1=CN=C2C(N(C(=NN21)C2=NN(C=C2)C(C)(C)C)C(C)C)=O 7-bromo-2-(1-(tert-butyl)-1H-pyrazol-3-yl)-3-isopropylimidazo[2,1-f][1,2,4]triazin-4(3H)-one